CC=1C(=NOC1C1CC1)C1=C(C=CC=C1)OC(F)(F)F methyl-5-cyclopropyl-3-(2-(trifluoromethoxy)phenyl)isoxazole